CC(=O)OC1=C(C=C(C=C1)/C=C/C(=O)CC(=O)/C=C/C2=CC(=C(C=C2)OC(=O)C)OC)OC diacetylcurcumin